2-(3,5-di-tert.-butyl-2-hydroxyphenyl)benzotriazole C(C)(C)(C)C=1C(=C(C=C(C1)C(C)(C)C)N1N=C2C(=N1)C=CC=C2)O